C(C)OC(=O)C=1N=C2N(C=C(N=C2NCC2(CCN(CC2)C(=O)OC(C)(C)C)C#N)C2=CC(=NC=C2)Cl)C1 8-[(1-tert-Butoxycarbonyl-4-cyano-piperidin-4-ylmethyl)-amino]-6-(2-chloro-pyridin-4-yl)-imidazo[1,2-a]pyrazine-2-carboxylic acid ethyl ester